ClC1=NC=C(C(=N1)N[C@H]1[C@@](CCC1)(O)C)[N+](=O)[O-] (1R,2R)-2-((2-chloro-5-nitropyrimidin-4-yl)amino)-1-methylcyclopentan-1-ol